C(C1=CC=CC=C1)(C1=CC=CC=C1)N1CC(C1)(C(=O)NC=1C(=NC(=CC1)C)OC(F)F)C1=C(C=CC=C1)C1=CCCC1 1-benzhydryl-3-(2-(cyclopent-1-en-1-yl)phenyl)-N-(2-(difluoromethoxy)-6-methylpyridin-3-yl)azetidine-3-carboxamide